ClC1=C(C=C2C(C(NC2=C1)=O)=CC1(CC=CC=C1)O)C1=CC=C(C=C1)N1CCOCC1 6-Chloro-3-[1-hydroxyl-phenyl-methylidene]-5-(4-morpholin-4-yl-phenyl)-1,3-dihydro-indol-2-one